2-Bromo-5-Boc-aminopyridine CC(C)(C)OC(=O)NC1=CN=C(C=C1)Br